C(C(C(CCC)[2H])([2H])[2H])(=O)O Hexanoic acid-d3